ClC=1C=C(C=CC1)C(C(=O)N1[C@@H]2CC([C@H]([C@H]1C(=O)N[C@@H](C[C@@H]1C(NCC1)=O)C(CF)=O)CC2)(F)F)(F)F (1S,3S,4S)-2-(2-(3-chlorophenyl)-2,2-difluoroacetyl)-5,5-difluoro-N-((S)-4-fluoro-3-oxo-1-((R)-2-oxopyrrolidin-3-yl)butan-2-yl)-2-azabicyclo[2.2.2]octane-3-carboxamide